BrC1=C(C=2C(=NC=C3C2C2(CN(CC2)C(=O)OC(C)(C)C)C(N3C)=O)N1S(=O)(=O)C1=CC=CC=C1)C1=CC=CC=C1 tert-butyl 2-bromo-6-methyl-7-oxo-1-phenyl-3-(phenylsulfonyl)-6,7-dihydro-3H-spiro[dipyrrolo[2,3-b:3',2'-d]pyridine-8,3'-pyrrolidine]-1'-carboxylate